acryloyl-glycero-3-phosphoethanolamine C(C=C)(=O)C(OP(OCC(CO)O)(=O)O)CN